6-((1-(tert-butyl)-3-((1S,3R)-3-hydroxycyclopentyl)-1H-pyrazol-5-yl)amino)nicotinonitrile C(C)(C)(C)N1N=C(C=C1NC1=NC=C(C#N)C=C1)[C@@H]1C[C@@H](CC1)O